BrC1=C(C=C(C=C1)Cl)C=1N=CN(C(C1Cl)=O)[C@H]1CCC[C@H](C(NC=2C=NN(C2C=2C=CN=C1C2)C)=O)C (9R,13S)-13-[4-(2-bromo-5-chlorophenyl)-5-chloro-6-oxo-1,6-dihydropyrimidin-1-yl]-3,9-dimethyl-3,4,7,15-tetraazatricyclo[12.3.1.02,6]Octadecan-1(18),2(6),4,14,16-pentaen-8-one